(S)-5-(4-(4-fluoropyrazolo[1,5-a]pyridin-2-yl)-1,4,6,7-tetrahydro-5H-imidazo[4,5-c]pyridin-5-yl)pyrazine-2-carboxamide FC=1C=2N(C=CC1)N=C(C2)[C@H]2N(CCC1=C2N=CN1)C=1N=CC(=NC1)C(=O)N